C(=O)(O)COCC[C@@H]1CC[C@H](N1)C(=O)O (2S,5S)-5-(2-(carboxymethoxy)ethyl)pyrrolidine-2-carboxylic acid